BrC1=CC(=C(C=C1)N1C=NC(=C1)Cl)Cl 1-(4-bromo-2-chloro-phenyl)-4-chloro-imidazole